CC1=NC2=CC=C(C=C2N=C1C)B1OC(C(O1)(C)C)(C)C 2,3-dimethyl-6-(4,4,5,5-tetramethyl-1,3,2-dioxaborolan-2-yl)quinoxaline